COCCN1C(=NC2=CC=C(C=C2C1=O)[N+](=O)[O-])CN1CCN(CC1)C 3-(2-methoxyethyl)-2-((4-methylpiperazin-1-yl)methyl)-6-nitroquinazolin-4(3H)-one